2-phenyl-3-anilino-4-nitro-N-(4-nitrophenyl)isothiazole-5(2H)-imine C1(=CC=CC=C1)N1SC(C(=C1NC1=CC=CC=C1)[N+](=O)[O-])=NC1=CC=C(C=C1)[N+](=O)[O-]